ClC1=C(C(=C(C(=N1)C(=O)NC=1C=C2C(=NNC2=CC1)C=1C=NN(C1)C(F)F)C)C)C#N 6-Chloro-5-cyano-N-(3-(1-(difluoromethyl)-1H-pyrazol-4-yl)-1H-indazol-5-yl)-3,4-dimethylpicolinamide